FC([C@H]1NC(N(C1)C(COC)C1=CC(=C(C=C1)O)[N+](=O)[O-])=O)F (4S)-4-(difluoromethyl)-1-(1-(4-hydroxy-3-nitrophenyl)-2-methoxyethyl)-imidazolidin-2-one